[C@@H]1(C[C@H](O)[C@@H](CO)O1)N1C=NC=2C(=O)NC(N)=NC12 desoxyguanosine